3-(1,3-Dioxane-2-yl)-4-(4-ethoxy-1-nitro-4-oxobutan-2-yl)benzoic acid ethyl ester C(C)OC(C1=CC(=C(C=C1)C(C[N+](=O)[O-])CC(=O)OCC)C1OCCCO1)=O